6-BROMO-1-CHLORO-4-METHYLISOQUINOLINE Potassium hydroxide [OH-].[K+].BrC=1C=C2C(=CN=C(C2=CC1)Cl)C